NC1=C2N=CN(C2=NC(=N1)OC)[C@H]1[C@@H]([C@@H]([C@H](O1)CO[C@](C(=O)O)(CC1=CC=CC=C1)C1=NN=NN1)O)O (R)-2-(((2R,3S,4R,5R)-5-(6-amino-2-methoxy-9H-purin-9-yl)-3,4-dihydroxytetrahydro-furan-2-yl)methoxy)-3-phenyl-2-(1H-tetrazol-5-yl)propanoic acid